C(C)C1=C(C=CC=C1)S(=O)(=O)Cl 2-ethyl-benzenesulfonyl chloride